p-tertiary butylaniline C(C)(C)(C)C1=CC=C(N)C=C1